C(C)(C)(C)OC(N[C@@H]1CN(CC1)C=1C=C2N=C(C(NC2=CC1)=O)C1=CC=C(C=C1)C#N)=O (S)-(1-(3-(4-cyanophenyl)-2-oxo-1,2-dihydroquinoxalin-6-yl)pyrrolidin-3-yl)carbamic acid tert-butyl ester